C(CC(CCCCCC)O)O 1,3-Nonandiol